ClC1=C(C=CC(=C1)Cl)C1C(C2=C(CCC1)C=C(C=C2)OC)=O 6-(2,4-dichlorophenyl)-2-methoxy-6,7,8,9-tetrahydro-5H-benzo[7]annulen-5-one